amino-2'-deoxyguanosine N[C@@]1(C[C@H](O)[C@@H](CO)O1)N1C=NC=2C(=O)NC(N)=NC12